DL-phenylalanine-2-13C N[C@@H](CC1=[13CH]C=CC=C1)C(=O)O |r|